2-chloro-7-(methyl-d3)-7,9-dihydro-8H-purin-8-one ClC1=NC=C2N(C(NC2=N1)=O)C([2H])([2H])[2H]